S1C(=NC2=C1C=CC=C2)NC2=CC(=C(N=N2)NC=2SC=C(N2)C(=O)O)C(C)C 2-({6-[(1,3-Benzothiazol-2-yl)amino]-4-(propan-2-yl)pyridazin-3-yl}amino)-1,3-thiazole-4-carboxylic acid